O1CCN(CC1)C1=CC=C(C=N1)C=1NC(NN1)=S 5-(6-morpholinopyridin-3-yl)-2,4-dihydro-3H-1,2,4-triazole-3-thione